(S)-1-(6-bromo-8-methoxy-3,4-dihydroisoquinolin-2(1H)-yl)propan-2-ol BrC=1C=C2CCN(CC2=C(C1)OC)C[C@H](C)O